(4-bromo-2,5-difluorophenyl)piperazine-1-carboxylic acid tert-butyl ester C(C)(C)(C)OC(=O)N1C(CNCC1)C1=C(C=C(C(=C1)F)Br)F